S1CCN(CC1)C1CCC(CC1)NC(OC(C)(C)C)=O tert-butyl (4-thiomorpholinocyclohexyl)carbamate